N-(3-(2-((8-(bis(4-methoxybenzyl)amino)-6-(2-oxooxazolidin-3-yl)-2,7-naphthyridin-3-yl)amino)pyridin-4-yl)pentan-3-yl)-2-methylpropane-2-sulfinamide COC1=CC=C(CN(C=2N=C(C=C3C=C(N=CC23)NC2=NC=CC(=C2)C(CC)(CC)NS(=O)C(C)(C)C)N2C(OCC2)=O)CC2=CC=C(C=C2)OC)C=C1